C(C)(C)(C)OC(=O)N1CCN(CC1)C1=NC=C(C=C1C(F)(F)F)C1CC1 4-(5-cyclopropyl-3-(trifluoromethyl)pyridin-2-yl)piperazine-1-carboxylic acid tert-butyl ester